1-(1-benzyl-2-oxo-1,2,3,4-tetrahydroquinolin-6-yl)-3-(4-hydroxy-2-methylbutan-2-yl)urea C(C1=CC=CC=C1)N1C(CCC2=CC(=CC=C12)NC(=O)NC(C)(CCO)C)=O